(2S,4R)-1-[(2S)-2-(4-cyclopropyltriazol-1-yl)-3,3-dimethyl-butanoyl]-4-hydroxy-N-[3-(4-isobutyl-5-methylsulfanyl-1,2,4-triazol-3-yl)propyl]pyrrolidine-2-carboxamide C1(CC1)C=1N=NN(C1)[C@H](C(=O)N1[C@@H](C[C@H](C1)O)C(=O)NCCCC1=NN=C(N1CC(C)C)SC)C(C)(C)C